(3S)-3-(4-chlorophenyl)-3-[(1R)-(4-chlorophenyl)-7-fluoro-5-[1-hydroxy-1-(oxan-4-yl)ethyl]-1-methoxy-3-oxo-2,3-dihydro-1H-isoindol-2-yl]propanoic acid ClC1=CC=C(C=C1)[C@H](CC(=O)O)N1[C@@](C2=C(C=C(C=C2C1=O)C(C)(C1CCOCC1)O)F)(OC)C1=CC=C(C=C1)Cl